4-((2S,5R)-4-(tert-butoxycarbonyl)-2,5-diethylpiperazin-1-yl)-1-methyl-2-oxo-1,2-dihydropyrazolo[1,5-a][1,3,5]triazine-7-carboxylic acid C(C)(C)(C)OC(=O)N1C[C@@H](N(C[C@H]1CC)C1=NC(N(C=2N1N=C(C2)C(=O)O)C)=O)CC